NCC1=CC=C(C=C1)NC(=O)C1=CC2=C(OCCC3=C2SC=C3)C=C1C=1C(=NC(=CC1)N1N=C(C=C1)C(F)(F)F)C(=O)OC methyl 3-(9-((4-(aminomethyl)phenyl)carbamoyl)-4,5-dihydrobenzo[b]thieno[2,3-d]oxepin-8-yl)-6-(3-(trifluoromethyl)-1H-pyrazol-1-yl)picolinate